CN1C(=NC2=C(C=C(C=C2C1=O)C)[C@@H](C)N[S@](=O)C(C)(C)C)C1=NC=C(C=N1)C (R)-N-((R)-1-(3,6-dimethyl-2-(5-methylpyrimidin-2-yl)-4-oxo-3,4-dihydroquinazolin-8-yl)ethyl)-2-methylpropane-2-sulfinamide